ON1C(=O)C2[C@@H]3C=CC(C2C1=O)C3 (1S)-endo-N-hydroxy-5-norbornene-2,3-dicarboximide